CC1(CN(CC1=O)C(=O)OCC)C(=O)[O-] ethyl 3-methyl-4-oxopyrrolidine-1,3-dicarboxylate